C(C)C1=CC=C(CN(C(=O)C=2COC3=C(C2)C=C(C=C3)F)C)C=C1 N-(4-ethylbenzyl)-6-fluoro-N-methyl-2H-benzopyran-3-carboxamide